FC1=CC=C2C(C(=NC2=C1)C1=CC=CC=C1)=O 6-fluoro-2-phenyl-3H-indol-3-one